2-[2-[3-(trifluoromethoxy)phenyl]sulfonyl-2,6-diazaspiro[3.3]heptane-6-carbonyl]-2,5-diazaspiro[3.4]octan-6-one FC(OC=1C=C(C=CC1)S(=O)(=O)N1CC2(C1)CN(C2)C(=O)N2CC1(C2)NC(CC1)=O)(F)F